(S,E)-2-((3-(4-Fluorophenyl)acryloyl)oxy)-N-(2-hydroxyethyl)-N-phenethylethan-1-amine oxide FC1=CC=C(C=C1)/C=C/C(=O)OCC[N@+](CCC1=CC=CC=C1)(CCO)[O-]